3-(dimethylamino)-2-(6-fluoro-1-(phenylsulfonyl)-1H-indole-2-carbonyl)acrylonitrile CN(C=C(C#N)C(=O)C=1N(C2=CC(=CC=C2C1)F)S(=O)(=O)C1=CC=CC=C1)C